(R)-1-(3-(3-(4-(4-methylpiperazin-1-yl)phenyl)-1H-pyrazolo[4,3-c]pyridin-1-yl)pyrrolidin-1-yl)prop-2-en-1-one CN1CCN(CC1)C1=CC=C(C=C1)C1=NN(C2=C1C=NC=C2)[C@H]2CN(CC2)C(C=C)=O